N,N-dimethylpyridin-2-amine trifluoroacetate FC(C(=O)O)(F)F.CN(C1=NC=CC=C1)C